tert-Butyl 4-(3-bromo-4-(trifluoromethyl)phenoxy)piperidine-1-carboxylate BrC=1C=C(OC2CCN(CC2)C(=O)OC(C)(C)C)C=CC1C(F)(F)F